3-(2-chloropyrimidin-4-yl)benzo[d]oxazol-2(3H)-one ClC1=NC=CC(=N1)N1C(OC2=C1C=CC=C2)=O